COC1=CC(=C(C=C1)NC=1C=C(C=CC1)NC(OC(C)(C)C)=O)[N+](=O)[O-] tert-butyl (3-((4-methoxy-2-nitrophenyl)amino)phenyl)carbamate